(Z)-1-(4-amino-2-fluoro-but-2-en-1-yl)-2-methyl-4-(4-(morpholinosulfonyl)phenyl)-1H-benzo[d]imidazole-6-carboxylic acid methyl ester COC(=O)C=1C=C(C2=C(N(C(=N2)C)C/C(=C/CN)/F)C1)C1=CC=C(C=C1)S(=O)(=O)N1CCOCC1